(S)-1-phenylethanamine C1(=CC=CC=C1)[C@H](C)N